tert-butyl (R)-3-(2-oxo-2-(2-oxo-4-phenyloxazolidin-3-yl)ethylidene)azetidine-1-carboxylate O=C(C=C1CN(C1)C(=O)OC(C)(C)C)N1C(OC[C@H]1C1=CC=CC=C1)=O